C1=CC=CC2=C1C=NC1=C(O2)C=CC=C1 Dibenz[b,f]-1,4-oxazepine